NC(C1=C(C(=CC(=C1)C(N)N)C(N)N)O)N 2,4,6-tri(diaminomethyl)phenol